COC=C1CCC(CC1)C#N 4-(methoxymethylene)cyclohexane-1-carbonitrile